ClC1=C(OC=2C=CC3=C(N(C=N3)C3(CC3)C)C2)C(=CC(=C1)[N+](=O)[O-])Cl 6-(2,6-dichloro-4-nitrophenoxy)-1-(1-methylcyclopropyl)-1H-benzo[d]imidazole